S1CC(=CC1)C(=O)[O-] (E)-2,5-dihydrothiophene-3-carboxylate